C(#C)C=1C=NC2=CC=C(C=C2C1)OC(C(=O)NC(C#C)(C)CO)SC 2-[(3-ethynyl-6-quinolinyl)oxy]-N-[1-hydroxymethyl-1-methyl-2-propyn-1-yl]-2-(methylthio)acetamide